C(C1=CC=CC=C1)OCCC1(CCOCC1)C=1C(=C(C2=C(N(N=N2)C)C1)C)OC(CC)=O {4-[2-(benzyloxy)ethyl]oxan-4-yl{methyl}-4-methyl-1H-benzotriazol-5-yl}propanoate